C(C)(C)(C)N(C(O)=O)C1CCC(CC1)NC(=O)C=1N(C2=CC(=CC=C2C1N)C(N)=N)CCS(=O)(=O)C1=CC=CC=C1.OC1=C(C(CC(C1)(C)C)=O)C1=CC=NC=C1 3-hydroxy-5,5-dimethyl-2-(4-pyridyl)cyclohex-2-en-1-one tert-Butyl-((1r,4r)-4-(3-amino-6-carbamimidoyl-1-(2-(phenylsulfonyl)ethyl)-1H-indole-2-carboxamido)cyclohexyl)carbamate